(2S)-2-((tert-Butoxycarbonyl)amino)-3-((S)-2-oxopyrrolidin-3-yl)propanoic acid methyl ester COC([C@H](C[C@H]1C(NCC1)=O)NC(=O)OC(C)(C)C)=O